(1R,2S,5S)-N-((S)-1-hydroxy-3-((S)-2-oxopyrrolidin-3-yl)propan-2-yl)-6,6-dimethyl-3-(1-phenylcyclopropanecarbonyl)-3-azabicyclo[3.1.0]hexane-2-carboxamide OC[C@H](C[C@H]1C(NCC1)=O)NC(=O)[C@@H]1[C@H]2C([C@H]2CN1C(=O)C1(CC1)C1=CC=CC=C1)(C)C